CC(C(C)(C)N[SiH3])C dimethyl-silyl-tert-butylamine